ClC1=CC(=C(S1)C)C(CCCC(=O)C1=C(SC(=C1)Cl)C)=O 1,5-di(5-chloro-2-methylthiophene-3-yl)pentane-1,5-dione